{2-[methyl(pyridin-2-ylmethyl)amino]-1,3-thiazol-5-yl}[3-(2,2,2-trifluoroethoxy)[1,4'-bipiperidine]-1'-yl]methanone CN(C=1SC(=CN1)C(=O)N1CCC(CC1)N1CC(CCC1)OCC(F)(F)F)CC1=NC=CC=C1